C(C(=C)C)(=O)NCCCCCCCC[Si](OC)(OC)OC 8-methacryloylaminooctyl-trimethoxysilane